BrC=1C(C(=NNC1C)C(=O)O)=O 5-bromo-6-methyl-4-oxo-1,4-dihydropyridazine-3-carboxylic acid